BrC1=CC2=C(OC=C2C)C2=C1OC=C2 5-bromo-3-methylbenzo[1,2-b:3,4-b']difuran